C1(=CC=CC=C1)C1=CC=CN1C=1C=NC=CC1C1=CC=CC=C1 5-phenyl-N-(4-phenylpyridin-3-yl)-1H-pyrrole